OOO hydroxyether